CC(CCCN)(N)C dimethylbutane-1,4-diamine